6,11b-(epiminoethano)-1,5a-methanonaphth[1,2-e]indoleangelyl chloride C12=C(NC=3C=CC4(C5(C13)C1=CC=CC=C1C=C4NCC5)C2)C\C=C(/C(=O)Cl)\C